(E)-3-((3-((E)-4-(((2s,6r)-2,6-dimethylmorpholino)methyl)styryl)-4-methoxy-1H-indazol-6-yl)methylene)-5-methoxyindol-2-one trifluoroacetate salt FC(C(=O)O)(F)F.C[C@@H]1O[C@@H](CN(C1)CC1=CC=C(/C=C/C2=NNC3=CC(=CC(=C23)OC)\C=C/2\C(NC3=CC=C(C=C23)OC)=O)C=C1)C